2,2,2-Trifluoroethyl 4-fluoro-2-((pyrazolo[1,5-a]pyrimidine-3-carboxamido)methyl)benzofuran-7-carboxylate FC1=CC=C(C2=C1C=C(O2)CNC(=O)C=2C=NN1C2N=CC=C1)C(=O)OCC(F)(F)F